S(=O)(=O)(O)CCC[N+]1=C(C=CC=C1)C=C sulphopropyl-2-vinylpyridinium